O=C1NC2=CC=CC=C2C(N1CC(=O)NC1CCC(C2=CC=CC=C12)(C)C)=O 1,4-Dihydro-2,4-dioxo-N-(1,2,3,4-tetrahydro-4,4-dimethyl-1-naphthalenyl)-3(2H)-quinazolineacetamide